The molecule is a triglyceride formed by esterification of the three hydroxy groups of glycerol with elaidic acid. It derives from an elaidic acid. CCCCCCCC/C=C/CCCCCCCC(=O)OCC(OC(=O)CCCCCCC/C=C/CCCCCCCC)COC(=O)CCCCCCC/C=C/CCCCCCCC